N-(5-((5-cyano-4-(1-cyclopropyl-1H-indol-3-yl)pyrimidin-2-yl)amino)-2-((2-(dimethyl-ethylamino)ethyl)(methyl)amino)-4-methoxyphenyl)acrylamide hydrochloride Cl.C(#N)C=1C(=NC(=NC1)NC=1C(=CC(=C(C1)NC(C=C)=O)N(C)CCNC(C)(C)C)OC)C1=CN(C2=CC=CC=C12)C1CC1